bis[2-(methyldimethoxysilyl)1-butyl-1,3-butanedione] platinum (II) [Pt+2].C[Si](C(C(=O)CCCC)C(C)=O)(OC)OC.C[Si](C(C(=O)CCCC)C(C)=O)(OC)OC